4-methoxyphenyl-boronic acid neopentyl ester C(C(C)(C)C)OB(O)C1=CC=C(C=C1)OC